C(C)C1=NC=CC(C1)=O 2-ethyl-pyridin-4-one